(R)-2-chloro-N-(1-(4-(trifluoromethyl)phenyl)ethyl)acetamide ClCC(=O)N[C@H](C)C1=CC=C(C=C1)C(F)(F)F